(3-chloropyridine-2-yl)(3-(4-(hydroxy(p-tolyl)methyl)-2-(hydroxymethyl)phenyl)pyrrolidin-1-yl)methanone ClC=1C(=NC=CC1)C(=O)N1CC(CC1)C1=C(C=C(C=C1)C(C1=CC=C(C=C1)C)O)CO